COC1=CC=C(C=C1)C=CC(=O)OCC=1C=C(COC(C=C)=O)C=CC1 acrylic acid-3-[3-(4-methoxyphenyl)-acryloyloxymethyl]-benzyl ester